C(C)(=O)N1CCC2(CC(=NO2)C(=O)N[C@@H](CCCCCC(CC)=O)C=2NC(=CN2)C2=CC=CC=C2)CC1 (S)-8-Acetyl-N-(7-oxo-1-(5-phenyl-1H-imidazol-2-yl)nonyl)-1-oxa-2,8-diazaspiro[4.5]dec-2-en-3-carboxamid